Gallium(III) isopropoxide CC([O-])C.[Ga+3].CC([O-])C.CC([O-])C